ClC1=C(C(=CC=C1)Cl)C=1C=C2C(=NNC2=CC1)NC(=O)C12CCN(CC1)CC2 N-[5-(2,6-dichlorophenyl)-1H-indazol-3-yl]-1-azabicyclo[2.2.2]octane-4-carboxamide